methyl-6-methyl-3,4-dihydro-2H-pyran-5-carboxylate COC(=O)C=1CCCOC1C